ethyl (S)-3-(2',6'-dimethoxybiphenyl-3-yl)-3-(3-(4-hydroxy-1,5-dimethyl-2-oxo-1,2-dihydro pyridin-3-yl)ureido)propanoate COC1=C(C(=CC=C1)OC)C1=CC(=CC=C1)[C@H](CC(=O)OCC)NC(=O)NC=1C(N(C=C(C1O)C)C)=O